2-(4-chloro-2-(5-fluoro-1-(2-fluorobenzyl)-1H-pyrazolo[3,4-b]Pyridin-3-yl)pyrimidin-5-yl)acetic acid ethyl ester C(C)OC(CC=1C(=NC(=NC1)C1=NN(C2=NC=C(C=C21)F)CC2=C(C=CC=C2)F)Cl)=O